5-[2-({[3-fluoro-1-(3-fluoro(2-pyridyl))cyclobutyl]methyl}amino)pyrimidin-5-yl]pyridin-2-ol FC1CC(C1)(C1=NC=CC=C1F)CNC1=NC=C(C=N1)C=1C=CC(=NC1)O